(2S)-2-(((tert-butyldiphenylsilyl)oxy)methyl)-1,3-oxathiolan-5-yl acetate C(C)(=O)OC1CS[C@H](O1)CO[Si](C1=CC=CC=C1)(C1=CC=CC=C1)C(C)(C)C